BrC=1C=C2C(=NC1)N(N=C2)C 5-bromo-1-methylpyrazolo[3,4-b]pyridine